C(C1=CC=CC=C1)N1C[C@@H]([C@H](C1)C1=CC=C(C=C1)Br)N(C)C (3R,4S)-1-benzyl-4-(4-bromophenyl)-N,N-dimethylpyrrolidin-3-amine